C(#N)C1=CC=C2C=CN=C(C2=C1)NC=CC(=O)NC=1SC(=C(N1)C)C1(CC1)C(F)(F)F 3-[(7-cyano-1-isoquinolyl)amino]-N-[4-methyl-5-[1-(trifluoro-methyl)cyclopropyl]thiazol-2-yl]propenamide